2,2,2-trifluoro-N-(3-((2-morpholinopyridin-4-yl)ethynyl)-5-nitropyridin-2-yl)acetamide FC(C(=O)NC1=NC=C(C=C1C#CC1=CC(=NC=C1)N1CCOCC1)[N+](=O)[O-])(F)F